C1(CCC1)C1CCCC(CCC1)=O cyclobutylcyclooctane-5-one